N-(5-cyano-4-((2-methoxyethyl)amino)pyridin-2-yl)-5-formyl-1-methyl-6-((4-methyl-2-Oxopiperazin-1-yl)methyl)-1H-pyrrolo[3,2-b]pyridine-3-carboxamide C(#N)C=1C(=CC(=NC1)NC(=O)C1=CN(C=2C1=NC(=C(C2)CN2C(CN(CC2)C)=O)C=O)C)NCCOC